2-bromoacetanilide BrCC(=O)NC1=CC=CC=C1